COC=1C=2N(N=C(C1)C=1N=C3N(C(C1)=O)C=C(S3)[C@@]3([C@@H](CNCC3)F)F)C=C(N2)C 7-(8-methoxy-2-methyl-imidazo[1,2-b]pyridazin-6-yl)-2-[(3r,4r)-3,4-difluoro-4-piperidinyl]thiazolo[3,2-a]pyrimidin-5-one